NC=1C=CC(=NC1)N1N=C(C(=C1)C1=CN=C(N1C)C(=O)N)C(F)(F)F 5-[1-(5-amino-2-pyridinyl)-3-(trifluoromethyl)pyrazol-4-yl]-1-methyl-imidazole-2-carboxamide